C(C)(C)(C)OOC(C1=CC=CC=C1)=O.OC1=NC=CC(=C1)C(F)(F)F 2-hydroxy-4-(trifluoromethyl)pyridine tert-butyl-peroxybenzoate